3-(isoquinolin-3-ylamino)-4,6-dihydropyrrolo[3,4-c]pyrazole-5(1H)-carbonitrile C1=NC(=CC2=CC=CC=C12)NC=1C2=C(NN1)CN(C2)C#N